4-(4-bromophenyl)-N-(tetrahydrofuran-2-ylmethyl)phthalazin BrC1=CC=C(C=C1)C1=NN(CC2=CC=CC=C12)CC1OCCC1